FC(C1=CC=CC=2CS(OCC21)(=O)=O)(F)F 8-(trifluoromethyl)-1,4-dihydrobenzo[d][1,2]oxathiine 3,3-dioxide